Methyl 2-((4-fluorophenyl) amino)-4-((5-methyl-4-oxo-4,5-dihydrothieno[3,2-c]pyridin-3-yl) amino)pyrimidine-5-carboxylate FC1=CC=C(C=C1)NC1=NC=C(C(=N1)NC1=CSC2=C1C(N(C=C2)C)=O)C(=O)OC